1-Tert-butyl((1-(((2-(2,6-dioxopiperidin-3-yl)-1,3-dioxoisoindolin-4-yl)amino)methyl)cyclobutyl)methyl)(methyl)carbamate C(C)(C)(C)CN(C([O-])=O)CC1(CCC1)CNC1=C2C(N(C(C2=CC=C1)=O)C1C(NC(CC1)=O)=O)=O